BrC=1C=CC(=C(C1)CC(=O)OC(C)(C)C)C(N(C)CC1=CC(=C(C=C1)C(F)(F)F)F)=O tert-butyl 2-(5-bromo-2-((3-fluoro-4-(trifluoromethyl)benzyl)(methyl)carbamoyl)phenyl)acetate